N1C(=NC2=C1C=CC=C2)C2=C(C(=CC=C2)Cl)C=2C(=CC(=CC2)C(N[C@@H](CCC)C2=CC=C(C=C2)F)=O)C(=O)O (S)-2'-(1H-1,3-benzodiazol-2-yl)-6'-chloro-4-{[1-(4-fluorophenyl)butyl]carbamoyl}-[1,1-biphenyl]-2-carboxylic acid